(3R,3aS,6S,6aR)-6-((2-((2,2,2-trifluoroethyl)amino)quinolin-7-yl)oxy)hexahydro-3aH-cyclopenta[b]furan-2,3,3a-triol FC(CNC1=NC2=CC(=CC=C2C=C1)O[C@H]1CC[C@]2([C@@H]1OC([C@@H]2O)O)O)(F)F